1-Hydroxy-1H-benzotriazol Hydrat O.ON1N=NC2=C1C=CC=C2